1-[3-(2-{5-[(7R)-7-amino-2-azabicyclo[2.2.1]heptane-2-carbonyl]-7-methoxy-1-methyl-1H-1,3-benzodiazol-2-yl}-1-(cyclopropylmethyl)-1H-pyrrolo[2,3-b]pyridin-6-yl)phenyl]-3,3-dimethylurea N[C@H]1C2N(CC1CC2)C(=O)C2=CC1=C(N(C(=N1)C1=CC=3C(=NC(=CC3)C=3C=C(C=CC3)NC(=O)N(C)C)N1CC1CC1)C)C(=C2)OC